OC=1C=C2CCC(NC2=CC1)=O 6-hydroxy-3,4-dihydroquinolin-2(1H)-one